ClC1=C(C=C2C(=NC(=NC2=C1SC[C@H](CO)N1C(C=CC=C1)=O)O)O)C(F)(F)F (S)-1-(1-((7-chloro-2,4-dihydroxy-6-(trifluoromethyl)quinazolin-8-yl)thio)-3-hydroxypropan-2-yl)pyridin-2(1H)-one